C(C1=CC=CC=C1)OCCC(C#N)(C)N1C2=NC(=NC=C2NC1=S)Cl 4-(benzyloxy)-2-(2-chloro-8-thioxo-7,8-dihydro-9H-purin-9-yl)-2-methylbutanenitrile